BrCCCCCCCCCCCCCCCC=O 16-bromohexadecanal